BrCC(=O)C1=CC=CC=C1 2-bromO-1-phenylethan-1-one